3,3-difluoroazetidine-1-sulfonyl chloride FC1(CN(C1)S(=O)(=O)Cl)F